4-((1-(tetrahydro-2H-pyran-2-yl)-1,4,5,7-tetrahydropyrano[3,4-c]pyrazol-3-yl)methylamino)pyridiniumnitrile O1C(CCCC1)N1N=C(C2=C1COCC2)CNC2=CC=[N+](C=C2)C#N